C=1N=CN2C1C1=CC=CC=C1[C@H]2C2(CCCCCC2)O (S)-1-(5H-Imidazo[5,1-a]isoindol-5-yl)cycloheptan-1-ol